C(#N)C=1C=C(C=CC1)N1N=C(C=C1C(=O)NC1=CC(=CC=C1)C(CCC1CC1)(C=1C=NC=CC1)O)C(F)(F)F 1-(3-cyanophenyl)-N-(3-(3-cyclopropyl-1-hydroxy-1-(pyridin-3-yl)propyl)phenyl)-3-(trifluoromethyl)-1H-pyrazole-5-carboxamide